dimethylamino-trimethyl-silane CN(C)[Si](C)(C)C